[2-(2-aminopyrimidin-5-yl)ethynyl]-4-(difluoromethoxy)-N-[(1S,2S,4S)-2-hydroxy-4-(trifluoromethoxy)cyclopentyl]benzamide methyl-(5-(5-bromopyridin-2-yl)isoxazol-3-yl)methanesulfonate CC(S(=O)(=O)O)C1=NOC(=C1)C1=NC=C(C=C1)Br.NC1=NC=C(C=N1)C#CC1=C(C(=O)N[C@@H]2[C@H](C[C@H](C2)OC(F)(F)F)O)C=CC(=C1)OC(F)F